2-tert-butyl-N-[6-(2,2-difluoroethoxy)-5-fluoro-2-methoxy-3-pyridinyl]-1-keto-3,4-dihydroisoquinoline-5-sulfonamide C(C)(C)(C)N1C(C=2C=CC=C(C2CC1)S(=O)(=O)NC=1C(=NC(=C(C1)F)OCC(F)F)OC)=O